3-(3-methoxy-4-(((tetrahydro-2H-pyran-2-yl)oxy)carbamoyl)phenyl)propanoic acid methyl ester COC(CCC1=CC(=C(C=C1)C(NOC1OCCCC1)=O)OC)=O